N-(((9H-fluoren-9-yl)methoxy)carbonyl)-O-(cyclopropylmethyl)-L-serine C1=CC=CC=2C3=CC=CC=C3C(C12)COC(=O)N[C@@H](COCC1CC1)C(=O)O